Cl.C1(=CC=CC=C1)C1=C(C(=N)N)C=CC=C1 2-phenyl-benzamidine hydrochloride